2-((1-(4-oxo-2-(piperidin-1-yl)-7-(trifluoromethyl)-4H-pyrido[1,2-a]pyrimidin-9-yl)ethyl)amino)benzoic acid O=C1C=C(N=C2N1C=C(C=C2C(C)NC2=C(C(=O)O)C=CC=C2)C(F)(F)F)N2CCCCC2